4-((4-(8-(2-(2,6-dioxopiperidin-3-yl)-1,3-dioxoisoindolin-4-yl)octanoyl)piperazin-1-yl)methyl)-N-(4-methyl-3-((4-(pyridin-3-yl)pyrimidin-2-yl)amino)phenyl)benzamide O=C1NC(CCC1N1C(C2=CC=CC(=C2C1=O)CCCCCCCC(=O)N1CCN(CC1)CC1=CC=C(C(=O)NC2=CC(=C(C=C2)C)NC2=NC=CC(=N2)C=2C=NC=CC2)C=C1)=O)=O